((R)-1-(((((R)-1-acryloylpiperidin-2-yl)methoxy)carbonyl)amino)-2-phenylethyl)boronic acid C(C=C)(=O)N1[C@H](CCCC1)COC(=O)N[C@@H](CC1=CC=CC=C1)B(O)O